5-(2-bromoethyl)-2,2-difluorobenzo[d][1,3]dioxole BrCCC1=CC2=C(OC(O2)(F)F)C=C1